4-(4-(2,3,4-trifluorophenyl)-1H-1,2,3-triazol-1-yl)tetrahydro-2H-pyran FC1=C(C=CC(=C1F)F)C=1N=NN(C1)C1CCOCC1